ICC\C=C\CCCCC(OCC)OCC (3E)-1-iodo-9,9-diethoxy-3-nonene